(R)-N-(2-((2-(dimethylamino)ethyl)(methyl)amino)-4-methoxy-5-((6-(3-(3-(phenylethynyl)phenyl)isoxazolidin-2-yl)pyrimidin-4-yl)amino)phenyl)acrylamide CN(CCN(C1=C(C=C(C(=C1)OC)NC1=NC=NC(=C1)N1OCC[C@@H]1C1=CC(=CC=C1)C#CC1=CC=CC=C1)NC(C=C)=O)C)C